2-[3-(nitromethyl)oxetan-3-yl]ethanol [N+](=O)([O-])CC1(COC1)CCO